ClC1=C(C=C(C=C1)Cl)C(F)(F)F 2,5-dichloro-trifluoromethyl-benzene